1-(4-(4-((1-(3-(difluoromethyl)-2-fluorophenyl)ethyl)amino)quinolin-6-yl)-4-fluoropiperidin-1-yl)ethan-1-one FC(C=1C(=C(C=CC1)C(C)NC1=CC=NC2=CC=C(C=C12)C1(CCN(CC1)C(C)=O)F)F)F